O1COC2=C1C=CC=C2CNC(C(C)C)C2=CC(=NC=C2)N2CCCCC2 N-(1,3-benzodioxol-4-ylmethyl)-2-methyl-1-[2-(1-piperidyl)-4-pyridyl]propan-1-amin